4-(6-(2-methyl-2H-indazol-5-yl)-3-((1-methylpiperidin-4-yl)methyl)-3H-imidazo[4,5-c]pyridin-7-yl)benzonitrile CN1N=C2C=CC(=CC2=C1)C1=C(C2=C(C=N1)N(C=N2)CC2CCN(CC2)C)C2=CC=C(C#N)C=C2